tert-Butyl 2-(3-fluoro-4-nitrobenzyl)-5-oxopyrrolidine-1-carboxylate FC=1C=C(CC2N(C(CC2)=O)C(=O)OC(C)(C)C)C=CC1[N+](=O)[O-]